O=C1NC(CCC1N1C(C2=CC=C(C=C2C1=O)N(C)[C@@H]1[C@@H](CCCC1)NCC)=O)=O 2-(2,6-dioxopiperidin-3-yl)-5-(((1S,2R)-2-(ethylamino)cyclohexyl)(methyl)amino)isoindoline-1,3-dione